FC(C(=O)O)(F)F.ClC1=CC=C(C=C1)CC(CC1=CC=C(C=C1)C1=CC=C(C=C1)OC(F)(F)F)OC=1N=NNC1C(=O)O 4-((1-(4-chlorophenyl)-3-(4'-(trifluoromethoxy)-[1,1'-biphenyl]-4-yl)propan-2-yl)oxy)-1H-1,2,3-triazole-5-carboxylic acid 2,2,2-trifluoroacetate